N-(2-chloro-4-(trifluoromethyl)phenyl)-2-(2-(4,7-dihydro-5H-thieno[2,3-c]pyran-2-yl)-5-ethyl-6-(2-methylpiperazin-1-yl)-7-oxo-[1,2,4]triazolo[1,5-a]pyrimidin-4(7H)-yl)acetamide ClC1=C(C=CC(=C1)C(F)(F)F)NC(CN1C=2N(C(C(=C1CC)N1C(CNCC1)C)=O)N=C(N2)C2=CC1=C(COCC1)S2)=O